Methyl (Z)-1-(4-amino-2-fluorobut-2-en-1-yl)-4-(3-(pyrrolidin-1-ylsulfonyl)phenyl)-1H-Benzo[d]imidazole-6-carboxylate hydrochloride Cl.NC\C=C(\CN1C=NC2=C1C=C(C=C2C2=CC(=CC=C2)S(=O)(=O)N2CCCC2)C(=O)OC)/F